bromo-1-isobutylpyridin-2(1H)-one BrC=1C(N(C=CC1)CC(C)C)=O